6-[2-[[4-(Hydroxycarbamoyl)phenyl]methyl]tetrazol-5-yl]pyridin ONC(=O)C1=CC=C(C=C1)CN1N=C(N=N1)C1=CC=CC=N1